N-(4-chlorobenzyl)-6-((1-(cyclopropylsulfonyl)cyclopropyl)methyl)-1-(4-methoxybenzyl)-7-oxo-4,5,6,7-tetrahydro-1H-pyrazolo[3,4-c]pyridine-3-carboxamide ClC1=CC=C(CNC(=O)C2=NN(C=3C(N(CCC32)CC3(CC3)S(=O)(=O)C3CC3)=O)CC3=CC=C(C=C3)OC)C=C1